(2S,3R,4R,5R)-2-{4-aminopyrrolo[2,1-f][1,2,4]triazin-7-yl}-5-(hydroxymethyl)-3-methyloxolane-3,4-diol NC1=NC=NN2C1=CC=C2[C@@H]2O[C@@H]([C@H]([C@]2(O)C)O)CO